NCC1=CC=CC(=N1)N1CC(N(CC1)C(=O)OC(C)(C)C)(C)C tert-butyl 4-(6-(aminomethyl)pyridin-2-yl)-2,2-dimethylpiperazine-1-carboxylate